ClC1=C2C=C(NC2=CC=C1Cl)C(=O)N1CC(NCC1)=O 4-[(4,5-dichloro-1H-indol-2-yl)carbonyl]-2-piperazinone